C(=O)[O-].C(=O)[O-].[NH4+].[NH4+] ammonium di-formate